3-(2-fluorophenyl)-1H-imidazo[4,5-b]pyridin-2(3H)-one FC1=C(C=CC=C1)N1C(NC=2C1=NC=CC2)=O